(S)-2-Hydroxypropyl (R)-3-hydroxybutanoate O[C@@H](CC(=O)OC[C@H](C)O)C